2-(3,4-dimethoxyphenyl)-6-(8-(1-isopropylpiperidin-4-yl)-8-azabicyclo[3.2.1]octan-3-yl)-[1,2,4]triazolo[1,5-a]pyridine COC=1C=C(C=CC1OC)C1=NN2C(C=CC(=C2)C2CC3CCC(C2)N3C3CCN(CC3)C(C)C)=N1